C(C1=CC=CC=C1)N1C(=NC2=C1C=CC=C2)[C@H]2NCCC2 (S)-1-benzyl-2-(pyrrolidin-2-yl)-1H-benzimidazole